1-butyl-1,2,3-triazole C(CCC)N1N=NC=C1